C(C)(C)(C)OC(=O)N1CCC(CC1)CN(C1=NOC(=C1)C(C(=O)O)C(C)C)C 2-[3-[(1-tert-butoxycarbonyl-4-piperidyl)methyl-methyl-amino]isoxazol-5-yl]-3-methyl-butanoic Acid